6,7-dichloro-5-(2-fluoro-5-methoxy-phenyl)-1,3-dihydro-1,4-benzodiazepin-2-one ClC1=C(C=CC2=C1C(=NCC(N2)=O)C2=C(C=CC(=C2)OC)F)Cl